CN1C[C@H]([C@@H](C1)C)NC(C(COC1=NC=CC=C1OC(F)(F)F)(C)C)=O trans-N-(1,4-dimethylpyrrolidin-3-yl)-2,2-dimethyl-3-((3-(trifluoromethoxy)pyridin-2-yl)oxy)propanamide